C1#CC(CCCCC1)C(C(=O)N)Cl Cyclooctynyl-Chloroacetamide